ClC=1C=NC(=NC1)N1CCC(CC1)N1C([C@@H](CC1)O)=O (R)-1-(1-(5-chloropyrimidin-2-yl)piperidin-4-yl)-3-hydroxypyrrolidin-2-one